(1R,5S)-1-((3-chloro-phenyl)sulfonyl)-3-oxabicyclo[3.1.0]hexan-2-one ClC=1C=C(C=CC1)S(=O)(=O)[C@]12C(OC[C@@H]2C1)=O